[O-]S(=O)(=O)C(F)(F)F.C[N+]1=CN(C=C1)S(=O)(=O)C=1C=NC(=CC1)N1N=CC(=C1)C(F)(F)F 1-methyl-3-{6-[4-(trifluoromethyl)pyrazol-1-yl]pyridin-3-ylsulfonyl}imidazol-1-ium triflate